bicyclooctene rhodium chloride [Rh](Cl)(Cl)Cl.C1(=CCCCCCC1)C1=CCCCCCC1